(6-fluoro-2,4-di((2-methylpyrimidin-5-yl)oxy)-9H-pyrimido[4,5-b]indol-8-yl)(ethyl)carbamic acid tert-butyl ester C(C)(C)(C)OC(N(CC)C=1C=C(C=C2C3=C(NC12)N=C(N=C3OC=3C=NC(=NC3)C)OC=3C=NC(=NC3)C)F)=O